(3-(4,6-diphenyl-1,3,5-triazin-2-yl)phenyl)boronic acid C1(=CC=CC=C1)C1=NC(=NC(=N1)C1=CC=CC=C1)C=1C=C(C=CC1)B(O)O